2,3,4,5-tetrafluoro-N,N-dimethyl-6-((pyridin-2-ylmethyl)amino)benzenesulfonamide FC1=C(C(=C(C(=C1F)F)F)NCC1=NC=CC=C1)S(=O)(=O)N(C)C